COC1=CC=2N=CN=C(C2N=C1C=1C=C2CNC(C2=CC1)=O)C=1C(=NN(C1)C)C1=CC=CC=C1 5-(7-methoxy-4-(1-methyl-3-phenyl-1H-pyrazol-4-yl)pyrido[3,2-d]pyrimidin-6-yl)isoindolin-1-one